CC(=O)NC1=CC=C(C=C1)N2C(=O)C=CC2=O N-[4-(2,5-dioxo-2,5-dihydro-1H-pyrrol-1-yl)phenyl]acetamide